(1S,3S)-N1-(3-bromo-6-((methylsulfonyl)methyl)-6,7-dihydrospiro[cyclopenta[d]pyrazolo[1,5-a]pyrimidine-5,1'-cyclopentane]-8-yl)cyclopentane-1,3-diamine BrC=1C=NN2C1N=C1C(=C2N[C@@H]2C[C@H](CC2)N)CC(C12CCCC2)CS(=O)(=O)C